COC=1C=C2C(=C(C=NC2=CC1OC)N)NCC1=CC=C(C=C1)S(=O)(=N)C 6,7-dimethoxy-N4-[[4-(methylsulfonimidoyl)phenyl]methyl]quinoline-3,4-diamine